N-(4-methyl-3-(2-((5-methyl-1,3,4-oxadiazol-2-yl)amino)-8,9-dihydroimidazo[1',2':1,6]pyrido[2,3-d]pyrimidin-6-yl)phenyl)-4-(trifluoromethyl)picolinamide CC1=C(C=C(C=C1)NC(C1=NC=CC(=C1)C(F)(F)F)=O)C1=CC2=C(N=C(N=C2)NC=2OC(=NN2)C)N2C1=NCC2